pyrimidine-5-carbonitrile trihydrochloride Cl.Cl.Cl.N1=CN=CC(=C1)C#N